N-cyclohexyl-4-(4-(2-(4-(trifluoromethyl)phenyl)acetamido)phenoxy)-7H-pyrrolo[2,3-D]pyrimidine-7-carboxamide C1(CCCCC1)NC(=O)N1C=CC2=C1N=CN=C2OC2=CC=C(C=C2)NC(CC2=CC=C(C=C2)C(F)(F)F)=O